N-(3-(3-chloro-2-(4-((((R)-2-hydroxypropyl)amino)methyl)-3-methoxyphenyl)pyridin-4-yl)-2-methylphenyl)-5-((((S)-2-hydroxypropyl)amino)methyl)picolinamide ClC=1C(=NC=CC1C=1C(=C(C=CC1)NC(C1=NC=C(C=C1)CNC[C@H](C)O)=O)C)C1=CC(=C(C=C1)CNC[C@@H](C)O)OC